CNN(C(C(=C)CCC)=O)NC N,N-di-methylaminopropyl-acrylamide